C1(=CC=CC=2C3=CC=CC=C3NC12)C1=CC(=CC=C1)C1=CC=CC=2C3=CC=CC=C3NC12 1,3-dicarbazolylbenzene